hexamethylene-dicarboxylate C(=O)([O-])CCCCCCC(=O)[O-]